NC(C[Si](OCC)(OCC)OCC)C β-aminopropyltriethoxysilane